α-methyl-L-norleucine C[C@](N)(CCCC)C(=O)O